C1OCCC(C2=C1C=CC=C2)CNC(OC(C)(C)C)=O tert-Butyl N-[(1,3,4,5-tetrahydro-2-benzoxepin-5-yl)methyl]carbamate